C1(CC1)S(=O)(=O)NC1=CN=CC(=N1)C1(CCOCC1)C(=O)NC1=NC=C(C=C1)C1=NC(=CN=C1)OCC 4-(6-(cyclopropanesulfonamido)pyrazin-2-yl)-N-(5-(6-ethoxypyrazin-2-yl)pyridin-2-yl)tetrahydro-2H-pyran-4-carboxamide